C(C)(C)(C)NC(CC[C@@H](C(=O)O)NC(=O)OCC1C2=CC=CC=C2C=2C=CC=CC12)=O (2S)-5-(tert-butylamino)-2-(9H-fluoren-9-ylmethoxycarbonylamino)-5-oxo-pentanoic acid